BrC=1C=C2C(OC3(C4=C(C=C(C=C4)N(CC)CC)[Si]4(CCCCC4)C4=C3C=CC(=C4)N(CC)CC)C2=CC1C(=O)O)=O 5-bromo-3',7'-bis(diethylamino)-3-oxo-3H-dispiro[isobenzofuran-1,10'-dibenzo[b,e]siline-5',1''-silinane]-6-carboxylic acid